ClC=1C=C(C=CC1Cl)C1N(CCCCC1)C(CC1CCC(N1CC1=CC(=CC=C1)C(F)(F)F)=O)=O 5-[2-[2-(3,4-dichlorophenyl)azepan-1-yl]-2-oxoethyl]-1-[[3-(trifluoromethyl)phenyl]methyl]pyrrolidin-2-on